3-Chloro-N-phenethylbutanamide ClC(CC(=O)NCCC1=CC=CC=C1)C